C1(CC1)N1C(C=2N(CC1)C1=C(C2C2=C(C=C(C#N)C=C2)C)N=CS1)=O 4-(7-cyclopropyl-8-oxo-5,6,7,8-tetrahydro[1,3]thiazolo[4',5':4,5]pyrrolo[1,2-a]pyrazin-9-yl)-3-methylbenzonitrile